C(C)(C)(C)OC(=O)N1C[C@H](N(CC1)C(=O)N1CCC(CC1)CN1C=NC(=CC1=O)C1=CC=CC=C1)C1=CC=CC=C1.[Cl-].CN1CN(C=C1)CCCCCCCC 1-Methyl-3-Octylimidazol chlorid tert-butyl-{R}-4-(4-((6-oxo-4-phenylpyrimidin-1(6H)-yl)methyl)piperidine-1-carbonyl)-3-phenylpiperazine-1-carboxylate